NCCO[Si](C)(C)C(C)(C)C (2-aminoethoxy)(tert-butyl)dimethylsilane